C1(=CC=CC=C1)P(C1CC(CC1)=O)C1=CC=CC=C1 3-(diphenylphosphanyl)cyclopentan-1-one